CC1=C(C=CC(=C1)C)I 2,4-dimethyl-iodobenzene